2-((1R,2S)-2-((tert-butoxycarbonyl)amino)cyclopentyl)ethyl 4-methylbenzenesulfonate CC1=CC=C(C=C1)S(=O)(=O)OCC[C@@H]1[C@H](CCC1)NC(=O)OC(C)(C)C